acryloyloxy-4,4,5,5,6,6,7,7,8,8,9,9,10,10,11,11,12,12,13,13,13-heneicosafluorotridecane C(C=C)(=O)OCCCC(C(C(C(C(C(C(C(C(C(F)(F)F)(F)F)(F)F)(F)F)(F)F)(F)F)(F)F)(F)F)(F)F)(F)F